FC1=C(C=C(C(=C1)OC1=CC=NC2=CC(=C(C=C12)OC)OCCCN1CCOCC1)F)C1=NC=CC(=C1C(=O)N)OC (2,5-difluoro-4-((6-methoxy-7-(3-morpholinopropoxy)quinolin-4-yl)oxy)phenyl)-4-methoxypyridine-3-carboxamide